5-((5-bromo-2,4-difluorophenyl)sulfonyl)-N-phenyl-5-azaspiro[2.4]heptane-6-carboxamide BrC=1C(=CC(=C(C1)S(=O)(=O)N1CC2(CC2)CC1C(=O)NC1=CC=CC=C1)F)F